C(CC)OC1=CC(=C(C(=C1)C)C1=CC=CC=C1)C 4'-propoxy-2',6'-dimethyl-[1,1'-biphenyl]